ClC=1C2=C(C3=C(CN(S(N3)(=O)=O)CC3COCC3)C1)NC=C2Cl 6,7-dichloro-3-(tetrahydrofuran-3-ylmethyl)-4,9-dihydro-1H-pyrrolo[3,2-h][2,1,3]benzothiadiazine 2,2-dioxide